SC(C(=O)O)S.C(C)O.C(C)O diethanol bismercaptoacetate